3-[4-(7H-pyrrolo[2,3-d]pyrimidin-4-yl)-1H-pyrazol-1-yl]-1-(8-{[6-(trifluoromethyl)pyridin-3-yl]carbonyl}-8-azabicyclo[3.2.1]oct-3-yl)azetidin N1=CN=C(C2=C1NC=C2)C=2C=NN(C2)C2CN(C2)C2CC1CCC(C2)N1C(=O)C=1C=NC(=CC1)C(F)(F)F